C[C@@H]1N(C2=CC(=CC(=C2CC1)C)C)S(=O)(=O)C=1C=CC(=C(CO)C1)OCC1CCOCC1 (S)-5-((2,5,7-trimethyl-3,4-dihydroquinolin-1(2H)-yl)sulfonyl)-2-((tetrahydro-2H-pyran-4-yl)methoxy)benzyl alcohol